17-(6-aminohexyloxy)-10,13-dimethyltetradecahydro-1H-cyclopenta[a]phenanthren-3(2H)-one NCCCCCCOC1CCC2C3CCC4CC(CCC4(C3CCC12C)C)=O